FC(C1=CC=C(C=C1)C(C(=O)O)C)(F)F 2-[4-(trifluoromethyl)phenyl]propanoic acid